C1(CCCC1)CC1=NC2=CC(=CC(=C2C(N1)=O)F)OCC1CCNCC1 2-(cyclopentylmethyl)-5-fluoro-7-(piperidin-4-ylmethoxy)-3H-quinazolin-4-one